Cl.NC=1C=C(C(=O)N2C(CC2)C(=O)NC=2SC=C(N2)C2=CC(=CC=C2)C2=CC=NC=C2)C=CC1 1-(3-aminobenzoyl)-N-(4-(3-(pyridin-4-yl)phenyl)thiazol-2-yl)azetidine-2-carboxamide hydrochloride